6-(Azetidin-1-yl)-N-(2,1,3-benzothiadiazole-4-sulfonyl)-4-fluoro-1-benzofuran-2-carboxamide N1(CCC1)C1=CC2=C(C=C(O2)C(=O)NS(=O)(=O)C2=CC=CC3=NSN=C32)C(=C1)F